CN(C1=CC=C(C=C1)C=C(C#N)C=O)C 3-(4-(dimethylamino)phenyl)-2-formyl-acrylonitrile